[Na+].N=1N(N=C2C1C=CC=C2)C=2C=C(C=C(C2O)C(CC)C)S(=O)(=O)[O-] 3-(2H-benzotriazol-2-yl)-4-hydroxy-5-(1-methylpropyl)benzenesulfonic acid monosodium salt